O=C1NC(CCC1N1C(N(C2=C1C=CC=C2CCCOCCCN(C(O)=O)C)C)=O)=O.C2(=CC=C(C=C2)C2=CC=NC=C2)C2=CC=CC=C2 4-([1,1'-biphenyl]-4-yl)pyridine 3-[1-(2,6-dioxo-3-piperidyl)-3-methyl-2-oxo-benzimidazol-4-yl]propoxyl-propyl-N-methyl-carbamate